methyl-oxazin CC=1NOC=CC1